1H-indene-5-carbonitrile C1C=CC2=CC(=CC=C12)C#N